C[Hf](C1(C=CC=C1)CC(=C)C[Si](C)(C)C)(C1(C=CC=C1)CC(=C)C[Si](C)(C)C)C dimethyl-bis[(2-trimethylsilylmethylallyl)cyclopentadienyl]hafnium